tert-butyl (3R)-3-[6-(benzylamino)-8-oxo-7-(4-phenoxyphenyl)-7,8-dihydro-9H-purin-9-yl]pyrrolidine-1-carboxylate C(C1=CC=CC=C1)NC1=C2N(C(N(C2=NC=N1)[C@H]1CN(CC1)C(=O)OC(C)(C)C)=O)C1=CC=C(C=C1)OC1=CC=CC=C1